CC[C@@H]1CC(NC1)C(=O)O (4R)-4-2-ethylpyrrolidine-2-carboxylic acid